C(C)C1(COC1)COC1=CC=CC=C1 3-Ethyl-3-[(phenoxy)-methyl]oxetane